3-hydroxy-4-((((1r,4r)-4-hydroxy-4-methylcyclohexyl)methyl)amino)-N,N-bis(4-methoxybenzyl)-5-nitrobenzenesulfonamide OC=1C=C(C=C(C1NCC1CCC(CC1)(C)O)[N+](=O)[O-])S(=O)(=O)N(CC1=CC=C(C=C1)OC)CC1=CC=C(C=C1)OC